CC1(CC(C1)CNCC=1C=CC=2N(C1)C=C(N2)CNC(=O)C=2N=C1N(C(C2)=O)C=CC=C1)C N-[[6-[[(3,3-dimethylcyclobutyl)methylamino]methyl]imidazo[1,2-a]pyridin-2-yl]methyl]-4-oxo-pyrido[1,2-a]pyrimidine-2-carboxamide